CC=1C=C(C=C(C1)B1OC(C(O1)(C)C)(C)C)C1(COCCC1)O 3-(3-methyl-5-(4,4,5,5-tetramethyl-1,3,2-dioxaborolan-2-yl)phenyl)tetrahydro-2H-pyran-3-ol